C(C)(C)(C)ONC(SC)=NOC(C)(C)C N,N'-di-tert-butoxy-S-methyl-isothiourea